2'-bromo-uridine triphosphate P(O)(=O)(OP(=O)(O)OP(=O)(O)O)OC[C@@H]1[C@H]([C@]([C@@H](O1)N1C(=O)NC(=O)C=C1)(O)Br)O